CC1C=CCCO1 6-methyl-3,6-dihydro-2H-pyran